ClC1=C(C=NO)C=CC(=C1)Cl chloro-4-chlorobenzaldehyde oxime